COC(=O)C=1C=CC=2N(N1)C(=NN2)C methyl-[1,2,4]Triazolo[4,3-b]Pyridazine-6-carboxylic acid methyl ester